IC1=CC(=C(C=C1)C1=CC=CC=C1)CO (4-iodo[1,1'-biphenyl]-2-yl)methanol